(+/-)-N-[3-[4-(2-amino-6-methyl-pyrimidin-4-yl)-1,4-oxazepan-3-yl]-4-chloro-phenyl]-2,2,2-trifluoro-acetamide NC1=NC(=CC(=N1)N1[C@@H](COCCC1)C=1C=C(C=CC1Cl)NC(C(F)(F)F)=O)C |r|